The molecule is the 1-O-phospho derivative of alpha-D-glucuronic acid. It is a member of glucuronic acids and a D-glucuronic acid 1-phosphate. It derives from an alpha-D-glucuronic acid. It is a conjugate acid of a 1-phosphonato-alpha-D-glucuronate(3-). [C@@H]1([C@@H]([C@H](O[C@@H]([C@@H]1O)OP(=O)(O)O)C(=O)O)O)O